4-cyano-4-n-amyl-p-terphenyl C(#N)C1(CC=C(C=C1)C1=CC=C(C=C1)C1=CC=CC=C1)CCCCC